FC(C=1C=C(C=CC1)NC(C1=CC(=NC=C1)C=C)=O)(F)F N-(3-(trifluoromethyl)phenyl)-2-vinylisonicotinamide